(S)-2-(2,6-dichlorobenzoylamino)-3-(4-(2-Oxospiro[cyclopropane-1,3'-pyrrolo[2,3-b]pyridine]-1'(2'H)-yl)phenyl)propionic acid ClC1=C(C(=O)N[C@H](C(=O)O)CC2=CC=C(C=C2)N2CC3(C=4C2=NC=CC4)C(C3)=O)C(=CC=C1)Cl